NCCC1=NSC2=C1C=C(C=C2)O 3-(2-aminoethyl)-1,2-benzisothiazole-5-ol